CS(=O)(=O)OCC1CCC(CC1)O[Si](C)(C)C(C)(C)C (4-((tert-butyldimethylsilyl)-oxy)cyclohexyl)methyl methanesulfonate